N1(CCC1)C=1C=NC=C(C(=O)N)C1 5-(azetidin-1-yl)nicotinamide